6H,7H,8H-[1,2,3]triazolo[4,5-f][1,4]oxazepin-8-one N1N=NC2=C1C(NCCO2)=O